BrC=1C(=NC(=NC1Cl)Cl)Cl 5-bromo-2,4,6-trichloropyrimidine